ClC=1SC2=C(C1)C=CC(=C2)B2OC(C(O2)(C)C)(C)C 2-(2-chloro-1-benzothiophen-6-yl)-4,4,5,5-tetramethyl-1,3,2-dioxaborolane